C(C)(C)(C)O[Na] tertiary butoxysodium